6-((1R,2S)-2-(5-(difluoromethyl)pyrimidin-2-yl)cyclobutyl)-4-oxo-1-((S)-1-(6-(trifluoromethyl)pyridin-3-yl)ethyl)-4,5-dihydro-1H-pyrazolo[3,4-d]pyrimidine-3-carbonitrile FC(C=1C=NC(=NC1)[C@@H]1[C@@H](CC1)C=1NC(C2=C(N1)N(N=C2C#N)[C@@H](C)C=2C=NC(=CC2)C(F)(F)F)=O)F